[C-]#N.C[N+]1=C(C=CC=C1)CC 1-Methyl-2-ethylpyridinium cyanid